N-[3-(formamido)-4-oxo-6-phenyl-4H-1-benzopyran-7-yl]-methanesulfonamide C(=O)NC1=COC2=C(C1=O)C=C(C(=C2)NS(=O)(=O)C)C2=CC=CC=C2